N1(CCNCC1)C(=O)C1C(CCC1)=O 2-[(1-piperazinyl)carbonyl]cyclopentanone